2-(1-cyclopropylpyrazol-4-yl)tetrahydropyran-4-carboxamide C1(CC1)N1N=CC(=C1)C1OCCC(C1)C(=O)N